C1(CC1)C1=NC=NC(=C1C=1N=C(C2=C(N1)C(=CO2)C)S(=O)(=O)C)OC 2-(4-cyclopropyl-6-methoxy-pyrimidin-5-yl)-7-methyl-4-methylsulfonyl-furo[3,2-d]pyrimidine